(S)-5-chloro-N-(3-(1-((4-methyl-4H-1,2,4-triazol-3-yl)thio)ethyl)phenyl)-6-(trifluoromethyl)picolinamide ClC=1C=CC(=NC1C(F)(F)F)C(=O)NC1=CC(=CC=C1)[C@H](C)SC1=NN=CN1C